S(=O)(=O)([O-])[O-].C(C)[NH3+].C(C)[NH3+] Ethylammonium sulfate